C1=CC=CC=2OC3=CC=CC=C3C3(C12)NC(C1=CC=CC=C13)=O 2,3-dihydrospiro[isoindol-1,9'-xanthen]-3-one